10H,10''H-dispiro[acridine-9,10'-indeno[2,1-b]fluorene-12',9''-acridine] C1=CC=CC=2NC3=CC=CC=C3C3(C12)C1=CC=CC=C1C=1C3=CC=3C2(C4=CC=CC=C4C3C1)C1=CC=CC=C1NC=1C=CC=CC12